3-methoxy-N-(5-methyl-1,2-oxazol-3-yl)-4-[(3-{4-[(oxan-4-yl)amino]-1-(2,2,2-trifluoroethyl)-1H-indol-2-yl}prop-2-yn-1-yl)amino]benzene-1-sulfonamide COC=1C=C(C=CC1NCC#CC=1N(C2=CC=CC(=C2C1)NC1CCOCC1)CC(F)(F)F)S(=O)(=O)NC1=NOC(=C1)C